2,6-dibenzyloxy-3-bromo-pyridine C(C1=CC=CC=C1)OC1=NC(=CC=C1Br)OCC1=CC=CC=C1